3-[4-bromo-3,5-bis(propan-2-yl)phenyl]oxetan-3-ol (E)-methyl-6-(4-(3-(piperazin-1-yl)propoxy)styryl)quinoline-4-carboxylate CC1=NC2=CC=C(C=C2C(=C1)C(=O)OC1(COC1)C1=CC(=C(C(=C1)C(C)C)Br)C(C)C)\C=C\C1=CC=C(C=C1)OCCCN1CCNCC1